NC(COCCC(=O)O)(COCCC(=O)O)COCCC(=O)O 3-{2-Amino-3-(2-carboxyethoxy)-2-[(2-carboxyethoxy)-methyl]propoxy}propionic acid